C(C)(=O)[O-].C(=C)C1[N+](CCOC1)(C)CC1=CC=CC=C1 vinylbenzylmethylmorpholinium acetate